C(C)(C)(C)OC(=O)N[C@@H]1[C@@H](N(CCC1)C(=O)OCC1=CC=CC=C1)COC1CCC(CC1)C1=C(C=CC=C1)O benzyl (2R,3S)-3-((tert-butoxycarbonyl)amino)-2-((((1s,4S)-4-(2-hydroxyphenyl)cyclohexyl)oxy)methyl)piperidine-1-carboxylate